2-(2H-Benzotriazol-2-yl)-4-methyl-6-(3,4,5,6-tetrahydrophthalimidomethyl)phenol N=1N(N=C2C1C=CC=C2)C2=C(C(=CC(=C2)C)CN2C(C1=C(C2=O)CCCC1)=O)O